O1CCN(CC1)C1=CC(=NC=2N1N=C(C2)C=2C=NC=CC2)N2N=C(C=C2)C=2C=C(C(=O)O)C=CC2 3-[1-[7-morpholino-2-(3-pyridyl)pyrazolo[1,5-a]pyrimidin-5-yl]pyrazol-3-yl]benzoic acid